CO[Si](CCCN(C([O-])=O)CC(C)O)(OC)OC N-(3-Trimethoxysilylpropyl)-2-hydroxypropylcarbamat